(3R,4S)-7-fluoro-3-((S)-3-fluoropyrrolidin-1-yl)chroman-4-amine FC1=CC=C2[C@@H]([C@H](COC2=C1)N1C[C@H](CC1)F)N